C(C)(C)(C)OC(N[C@@]1(CN(CC1)C1=C(C(=NC=C1C(NC1CCC(CC1)(F)F)=O)C)C1=CC(=CC(=C1)F)OC(F)F)C)=O (S)-(1-(5-((4,4-difluorocyclohexyl)carbamoyl)-3-(3-(difluoromethoxy)-5-fluorophenyl)-2-methylpyridin-4-yl)-3-methylpyrrolidin-3-yl)carbamic acid tert-butyl ester